CC1(OC2=C(C1)C=CC=C2N(C(O)=O)C)C.C(C)(C)(C)SC2=CC(=CC(=C2)SC(C)(C)C)SC(C)(C)C 1,3,5-tris(tert-butylthio)benzene 2,3-dihydro-2,2-dimethyl-benzofuran-7-yl-methyl-carbamate